C(C)(C)OC(CCN)=O beta-alanine isopropyl ester